Chromium-Ruthenium-Silicon [Si].[Ru].[Cr]